ClC=1C(=C(C=C2C=C(N=CC12)NC(=O)C1C(C1COC1OCCN1)C=1C=NN(C1)C)C=1C=NC=CC1C)F N-[8-chloro-7-fluoro-6-(4-methylpyridin-3-yl)isoquinolin-3-yl]-2-(1-methyl-1H-pyrazol-4-yl)-3-[(oxazolidin-2-yloxy)methyl]cyclopropane-1-carboxamide